rac-(3aR,5R,7aR)-5-butyl-1-ethyl-3,3-dimethyloctahydrobenzo[c]isoxazole C(CCC)[C@H]1C[C@@H]2[C@H](N(OC2(C)C)CC)CC1 |r|